3-(2,6-bis(benzyloxy)pyridin-3-yl)-4-fluorobenzaldehyde C(C1=CC=CC=C1)OC1=NC(=CC=C1C=1C=C(C=O)C=CC1F)OCC1=CC=CC=C1